N-[3-(5-bromo-1,3-benzothiazol-2-yl)-1-bicyclo[1.1.1]pentanyl]-5-(methylsulfonylmethyl)furan-2-carboxamide BrC=1C=CC2=C(N=C(S2)C23CC(C2)(C3)NC(=O)C=3OC(=CC3)CS(=O)(=O)C)C1